4'-(4-((5-cyclopropyl-3-(2,6-dichlorophenyl)isoxazol-4-yl)methoxy)piperidin-1-yl)-[1,1'-biphenyl]-3-carboxylic acid C1(CC1)C1=C(C(=NO1)C1=C(C=CC=C1Cl)Cl)COC1CCN(CC1)C1=CC=C(C=C1)C1=CC(=CC=C1)C(=O)O